5-amino-8-[2-(hydroxymethyl)-6-(trifluoromethyl)-4-pyridinyl]-2-[(5-methyloxazol-4-yl)methyl]-7-phenyl-[1,2,4]triazolo[4,3-c]pyrimidin-3-one NC1=NC(=C(C=2N1C(N(N2)CC=2N=COC2C)=O)C2=CC(=NC(=C2)C(F)(F)F)CO)C2=CC=CC=C2